(R)-2,2-difluoro-2-(3-(1-((8-methyl-3-morpholinopyrido[2,3-d]pyridazin-5-yl)amino)ethyl)phenyl)ethanol FC(CO)(C1=CC(=CC=C1)[C@@H](C)NC1=C2C(=C(N=N1)C)N=CC(=C2)N2CCOCC2)F